4-(3-hydroxy-6-p-tolyl-pyridin-2-yl)-4-oxo-butyric acid ethyl ester C(C)OC(CCC(=O)C1=NC(=CC=C1O)C1=CC=C(C=C1)C)=O